ClC1=CC=C(OCC(=O)O)C=C1 (4-chlorophenoxy)acetic acid